6-[[2-keto-5-(trifluoromethyl)-1-pyridyl]methyl]-2-azaspiro[3.3]heptane-2-carboxylic acid tert-butyl ester C(C)(C)(C)OC(=O)N1CC2(C1)CC(C2)CN2C(C=CC(=C2)C(F)(F)F)=O